BrC1=CC=C(C=C1)N1CCN(CC1)C1=CC=C(C=C1)N1C(N(N=C1)C(C)C)=O 4-(4-(4-(4-bromophenyl)piperazin-1-yl)phenyl)-2-isopropyl-2,4-dihydro-3H-1,2,4-triazol-3-one